C(N)(=O)C1=CC(=C(C=C1)N1C2=CC(=CC=C2C=2C=CC(=CC12)C(=O)O)CNC=1SC=CN1)[N+](=O)[O-] 9-(4-carbamoyl-2-nitrophenyl)-7-((thiazol-2-ylamino)methyl)-9H-carbazole-2-carboxylic acid